mono(2-hydroxyethyl)amine OCCN